NCCNCCC[Si](OCC)(OCC)OCC γ-(2-aminoethyl)aminopropyl-triethoxysilane